C12CCC(CC1)N2S(=O)(=O)NC(=O)C2=C(C(=C(C(=O)O)C=C2)F)OCC 4-(((7-azabicyclo[2.2.1]heptan-7-yl)sulfonyl)carbamoyl)-3-ethoxy-2-fluorobenzoic acid